7-(methylethylidene)-bicyclo[4.1.0]heptane CC(C)=C1C2CCCCC12